FC=1C=C2CCN(CC2=CC1)C1=CC(=C(C(=C1)C)NC(N(C)C)=O)C 3-(4-(6-fluoro-3,4-dihydroisoquinoline-2(1H)-yl)-2,6-dimethylphenyl)-1,1-dimethylurea